2,7-dichloro-9H-indeno[2,1-d]pyrimidin-9-one ClC=1N=CC2=C(N1)C(C=1C=C(C=CC12)Cl)=O